O=C1NC(CCC1N1C(C2=CC=CC(=C2C1)SCCCCN1CC(N(CC1)C1=C(C=C(C(=O)N2CCC(CC2)CCCCNC(\C=C\C2=NC=CN=C2)=O)C=C1)C(C)C)C)=O)=O (E)-N-(4-(1-(4-(4-(4-((2-(2,6-dioxopiperidin-3-yl)-1-oxoisoindoline-4-yl)thio)butyl)-2-methylpiperazin-1-yl)-3-isopropylbenzoyl)piperidin-4-yl)butyl)-3-(pyrazine-2-yl)acrylamide